4-(1-(2-fluorophenyl)-1H-pyrazol-4-yl)-2-(methylsulfonyl)-5-(trifluoromethyl)pyrimidine FC1=C(C=CC=C1)N1N=CC(=C1)C1=NC(=NC=C1C(F)(F)F)S(=O)(=O)C